(R)-7-(1-(2-hydroxyethyl)-1H-indazol-4-yl)-2-oxo-1,2-dihydrospiro[pyrido[2,3-b][1,4]oxazine-3,3'-pyrrolidine]-1'-carbonitrile OCCN1N=CC2=C(C=CC=C12)C1=CC2=C(O[C@]3(CN(CC3)C#N)C(N2)=O)N=C1